3-[6-(methoxycarbonylamino)-3-pyridyl]imidazo[1,2-a]pyridine-6-carboxylic acid COC(=O)NC1=CC=C(C=N1)C1=CN=C2N1C=C(C=C2)C(=O)O